(R)-2-((1-(2-(4-chlorophenyl)-3,6-dimethyl-4-oxo-3,4-dihydroquinazolin-8-yl)ethyl)amino)benzoic acid ClC1=CC=C(C=C1)C1=NC2=C(C=C(C=C2C(N1C)=O)C)[C@@H](C)NC1=C(C(=O)O)C=CC=C1